(R)-2-(4-((8-aminoimidazo[1,2-a]pyrazin-3-yl)methyl)-5-(3-aminopiperidin-1-yl)pyridin-2-yl)-5-methoxybenzonitrile NC=1C=2N(C=CN1)C(=CN2)CC2=CC(=NC=C2N2C[C@@H](CCC2)N)C2=C(C#N)C=C(C=C2)OC